Methyl (S)-3-(3-chlorophenyl)-2,3,4,5-tetrahydrobenzo[f][1,4]oxazepine-8-carboxylate ClC=1C=C(C=CC1)[C@H]1COC2=C(CN1)C=CC(=C2)C(=O)OC